(trans)-4-(4-((2-((S)-2-(hydroxymethyl)pyrrolidin-1-yl)pyrrolo[2,1-f][1,2,4]triazin-4-yl)amino)-1H-imidazol-1-yl)cyclohexanol OC[C@H]1N(CCC1)C1=NN2C(C(=N1)NC=1N=CN(C1)[C@@H]1CC[C@H](CC1)O)=CC=C2